4-fluoro-N1-(5-methyl-1,3,4-oxadiazol-2-yl)benzene-1,2-diamine FC=1C=C(C(=CC1)NC=1OC(=NN1)C)N